dibenzo-indolo[3,2-B]carbazole C1=CC=CC2=C1C=1C(C3=C2C=CC=C3)=NC=3C1C=C1N=C2C=CC=CC2=C1C3